C(C(=C)C)(=O)NCCCC[Si](O[Si](O[Si](C)(C)C)(O[Si](C)(C)C)CCCCNC(C(=C)C)=O)(O[Si](C)(C)C)O[Si](C)(C)C 1,3-bis(methacrylamidobutyl)-1,1,3,3-tetrakis(trimethylsiloxy)-disiloxane